2-(9H-carbazol-9-yl)-9,9-dimethyl-9,10-dihydroacridine C1=CC=CC=2C3=CC=CC=C3N(C12)C1=CC=2C(C3=CC=CC=C3NC2C=C1)(C)C